4-hydroxy-17β-estradiol C[C@]12CC[C@H]3[C@H]([C@@H]1CC[C@@H]2O)CCC4=C3C=CC(=C4O)O